p-tert.octylphenol C(C)(C)(CC(C)(C)C)C1=CC=C(C=C1)O